OC1CCN(CC1)C=1C=CC(=NC1)NC=1C2=C(C(=NC1)C1=CC=NC3=CN=CC=C13)CNC2=O 7-((5-(4-hydroxypiperidin-1-yl)pyridin-2-yl)amino)-4-(1,7-naphthyridin-4-yl)-2,3-dihydro-1H-pyrrolo[3,4-c]pyridin-1-one